OCCSC(C(O)=O)CCC[C@@H]1SC[C@@H]2NC(=O)N[C@H]12 2-hydroxyethylthio-Biotin